1-methyl-4-(2-propylidene)cyclohexene (2R)-3-(((2,3-bis((3-aminopropanoyl)oxy)propoxy)(hydroxy)phosphoryl)oxy)propane-1,2-diyl-ditetradecanoate hydrochloride Cl.NCCC(=O)OC(COP(=O)(O)OC[C@H](CCCCCCCCCCCCCCC(=O)O)CCCCCCCCCCCCCC(=O)O)COC(CCN)=O.CC1=CCC(CC1)=C(C)C